COC1=NC(=NC(=C1)OC)NC(=O)NS(=O)(=O)C1=C(C=CC(=C1)C(=O)OC)CNS(=O)(=O)C Methyl 2-[(4,6-dimethoxypyrimidin-2-ylcarbamoyl)sulfamoyl]-α-(methanesulfonamido)-p-toluate